1-(4-(6-(4-(Cyclopropanecarbonyl)piperazine-1-carbonyl)thieno[3,2-b]pyridin-7-yl)phenyl)cyclopropanecarbonitrile C1(CC1)C(=O)N1CCN(CC1)C(=O)C=1C(=C2C(=NC1)C=CS2)C2=CC=C(C=C2)C2(CC2)C#N